O=C(C(=O)O)CCC(=O)O.NCCCCN putrescine ketoglutarate